7-(3-(1H-indol-6-yl)ureido)-4-benzyl-3-oxo-3,4-dihydro-2H-benzo[b][1,4]oxazine-6-carboxamide N1C=CC2=CC=C(C=C12)NC(NC=1C(=CC2=C(OCC(N2CC2=CC=CC=C2)=O)C1)C(=O)N)=O